FC1=C(C=CC(=C1)F)C1=NC=C(C=C1)OC 2-(2,4-difluorophenyl)-5-methoxypyridine